2-(4-(6-ethyl-1'-methyl-6'-oxo-1',6'-dihydro-[3,4'-bipyridin]-3'-yl)-1H-pyrazol-1-yl)-6-fluorobenzonitrile C(C)C1=CC=C(C=N1)C=1C(=CN(C(C1)=O)C)C=1C=NN(C1)C1=C(C#N)C(=CC=C1)F